(S)-4-(6-(2,5-dihydropyran-3-yl)-1H-pyrrolo[2,3-b]pyridin-3-yl)-N-(piperidin-3-yl)-5-(trifluoromethyl)pyrimidin-2-amine O1CC(=CCC1)C1=CC=C2C(=N1)NC=C2C2=NC(=NC=C2C(F)(F)F)N[C@@H]2CNCCC2